1-((1-(2-(4-fluorophenyl)-2-oxoethyl)piperidin-4-yl)methyl)-3-((5-(methoxymethyl)pyridin-2-yl)methyl)-1-methylurea FC1=CC=C(C=C1)C(CN1CCC(CC1)CN(C(=O)NCC1=NC=C(C=C1)COC)C)=O